Cysteamine Trifluoroacetate FC(C(=O)O)(F)F.NCCS